FC1=CC(=CC=2N(C(=NC21)C2=CC=C(C=C2)S(=O)(=O)C)C)C2CCN(CC2)C2CC1CCC(C2)N1C(C)C 4-fluoro-6-(1-(8-isopropyl-8-azabicyclo[3.2.1]octan-3-yl)piperidin-4-yl)-1-methyl-2-(4-(methylsulfonyl)phenyl)-1H-benzo[d]imidazole